FC(C(C)(C)O)(F)C=1C(=C(C=CC1)[C@@H](C)NC1=NC(=NC2=CC3=C(C=C12)N(C([C@]31CN(C(O1)=O)C)=O)C)C)F |&1:28| (R/S)-4'-(((R)-1-(3-(1,1-difluoro-2-hydroxy-2-methylpropyl)-2-fluorophenyl)ethyl)amino)-2',3,6'-trimethylspiro[oxazolidine-5,8'-pyrrolo[2,3-g]quinazoline]-2,7'(6'H)-dione